4-[4-(2,2-Dimethyl-2H-1,3-benzodioxol-5-yl)piperidin-1-yl]-1-methyl-2-oxo-1,2-dihydro-quinoline-3-carbonitrile CC1(OC2=C(O1)C=CC(=C2)C2CCN(CC2)C2=C(C(N(C1=CC=CC=C21)C)=O)C#N)C